1-[2-[1-(cyclopropylmethyl)-6-[difluoromethyl-(methylsulfonyl)amino]pyrrolo[2,3-b]pyridin-2-yl]-5-methoxy-3-methylimidazo[1,2-a]pyridine-7-carbonyl]piperidine-3-carboxamide C1(CC1)CN1C(=CC=2C1=NC(=CC2)N(S(=O)(=O)C)C(F)F)C=2N=C1N(C(=CC(=C1)C(=O)N1CC(CCC1)C(=O)N)OC)C2C